C(C)(C)(C)C=1OC(=CC(C1)=C(C#N)C#N)C=CC1=CC=2C(CCN3CCC(C(C23)=C1)(C)C)(C)C {2-tert-butyl-6-[2-(1,1,7,7-tetramethyl-2,3,6,7-tetrahydro-1H,5H-benzo[ij]quinolizin-9-yl)ethenyl]-4H-pyran-4-ylidene}propanedinitrile